C12CCCCC2CCC1 bicyclo-[4.3.0]Nonane